(1s,2R,3s,5s,7s)-2-((R)-azido(phenyl)methyl)-1,5-dichloroadamantane N(=[N+]=[N-])[C@H]([C@@H]1[C@@]2(C[C@@H]3C[C@](C[C@@H]1C3)(C2)Cl)Cl)C2=CC=CC=C2